C[C@@H](CC(=O)O)CCCOC1=C(C=CC=C1)CN1C(=NC=C1C)C1=CC=C(C=C1)OC(F)(F)F (R)-3-methyl-6-(2-((5-methyl-2-(4-(trifluoromethoxy)phenyl)-1H-imidazol-1-yl)methyl)phenoxy)hexanoic acid